(E)-N-(2,6-difluoro-4-(4-(4-methoxy-1,2-dimethyl-6-(trifluoromethyl)-1H-benzo[d]imidazol-5-yl)-1H-indole-1-carbonyl)phenyl)-4-(((S)-tetrahydrofuran-3-yl)amino)but-2-enamide FC1=C(C(=CC(=C1)C(=O)N1C=CC2=C(C=CC=C12)C1=C(C2=C(N(C(=N2)C)C)C=C1C(F)(F)F)OC)F)NC(\C=C\CN[C@@H]1COCC1)=O